methacryl glycidyl ether C(C1CO1)OC(=O)C(=C)C